ClC1=C2N=CN(C2=NC=N1)C1OCCCC1 6-chloro-9-(tetrahydro-2H-pyran-2-yl)-9H-purine